3-benzyl-1-(trans-4-((5-cyano-4-(4-hydroxyazepan-1-yl)pyrimidin-2-yl)amino)cyclohexyl)-1-(2'-methoxy-5,5'-bipyrimidin-2-yl)urea C(C1=CC=CC=C1)NC(N(C1=NC=C(C=N1)C=1C=NC(=NC1)OC)[C@@H]1CC[C@H](CC1)NC1=NC=C(C(=N1)N1CCC(CCC1)O)C#N)=O